1-Ethyl (3S)-1-[5-[6-(tert-butoxycarbonylamino)hex-1-ynyl]-3-pyridyl]piperidine-3-carboxylate C(C)(C)(C)OC(=O)NCCCCC#CC=1C=C(C=NC1)N1C[C@H](CCC1)C(=O)OCC